1-(2-chloro-4-methoxyphenyl)-1,3-dihydro-2H-imidazol-2-one ClC1=C(C=CC(=C1)OC)N1C(NC=C1)=O